2-(methylsulfonyl)benzo[d]-thiazole-6-carboxamide CS(=O)(=O)C=1SC2=C(N1)C=CC(=C2)C(=O)N